N=1CC(C=CC1)(C=1C=CC=NC1)C1=C(C=CC=C1)C1=NC(=NC(=C1)C1=C(C=CC=C1)C1(CN=CC=C1)C=1C=CC=NC1)C 4,6-bis(3,5-bipyridin-3-ylphenyl)-2-methylpyrimidine